ClC1=C(C(=C(C=C1OC)OC)Cl)C=1C=C2C=NC(=NC2=CC1)N[C@H]1[C@H](COC1)NC(OC(C)(C)C)=O tert-butyl ((3R,4S)-4-((6-(2,6-dichloro-3,5-dimethoxyphenyl)quinazolin-2-yl)amino)tetrahydrofuran-3-yl)carbamate